CC(CCCCCCCCCCC(=O)O)C 12-methyltridecanoic acid